CC1=NN2C(N=C(C=C2N(CCC)CC2=CC=C(C=C2)C=2C=NOC2)C)=C1C=1C(=CC(=NC1)N(C)C)C 5-[2,5-Dimethyl-7-({[4-(1,2-oxazol-4-yl)phenyl]methyl}(propyl)amino)pyrazolo[1,5-a]-pyrimidin-3-yl]-N,N,4-trimethylpyridin-2-amin